CP(=O)(N1C=CN2C1=NC=C2)C 7-dimethylphosphinyl-imidazo[1,2-a]Imidazole